IC=1C=C(CNC2=C3N=CN(C3=NC(=N2)Cl)[C@@H]2O[C@@H]([C@H]([C@H]2O)O)CO)C=CC1 (2R,3R,4S,5R)-2-(6-(3-iodobenzylamino)-2-chloro-9H-purin-9-yl)-5-(hydroxymethyl)-tetrahydrofuran-3,4-diol